N-(1-amino-1-oxopropan-2-yl)-5-((2-fluorobenzyl)oxy)-2-methylbenzofuran-3-carboxamide NC(C(C)NC(=O)C1=C(OC2=C1C=C(C=C2)OCC2=C(C=CC=C2)F)C)=O